C(C(C)C)C=1C=C(C(=O)[O-])C=C(C1O)CC(C)C 3,5-diisobutyl-4-hydroxybenzoate